OC(C)C=1N(C=CN1)CC1=NOC=C1 3-((2-(1-hydroxyethyl)-1H-imidazol-1-yl)methyl)isoxazole